N-(3-(2-(3-fluoro-4-(4-methylpiperazin-1-yl)phenylamino)-7H-pyrrolo[2,3-d]pyrimidin-4-yloxy)phenyl)acrylamide maleate salt C(\C=C/C(=O)O)(=O)O.FC=1C=C(C=CC1N1CCN(CC1)C)NC=1N=C(C2=C(N1)NC=C2)OC=2C=C(C=CC2)NC(C=C)=O